2-(5-(8-methoxy-[1,2,4]triazolo[1,5-a]pyridin-6-yl)-4-(2,2,2-trifluoroethyl)-1H-pyrazol-3-yl)-4-methyl-5-((1S,4S)-5-(oxetan-3-yl)-2,5-diazabicyclo[2.2.1]hept-2-yl)thiazole COC=1C=2N(C=C(C1)C1=C(C(=NN1)C=1SC(=C(N1)C)N1[C@@H]3CN([C@H](C1)C3)C3COC3)CC(F)(F)F)N=CN2